3-ethoxydimethylsilylpropyl thiocaprylate C(CCCCCCC)(=S)OCCC[Si](C)(C)OCC